ClC=1C2=C(N=C(N1)SC)SC1=C2C=CN=C1Cl 4,8-dichloro-2-(methylthio)pyrido[4',3':4,5]thieno[2,3-d]pyrimidine